BrC=1C=CC(=NC1)CCN(C)C 2-(5-Bromopyridin-2-yl)-N,N-dimethylethanamine